methyl 3-(2,4-difluorophenyl)-7-fluoro-2-methyl-4-oxo-2,3-dihydro-1H-quinoline-5-carboxylate FC1=C(C=CC(=C1)F)C1C(NC=2C=C(C=C(C2C1=O)C(=O)OC)F)C